COC1=C(C(=O)N2CCN(CC2)C(=O)OC(C)(C)C)C=CC=C1OC tert-butyl 4-(2,3-dimethoxybenzoyl)piperazine-1-carboxylate